CC=1C=C(C(=NC1)C(=O)N1[C@@H]2[C@@H](C[C@H](C1)CC2)NC2=NC=C(C=C2)C(F)(F)F)C2=NC=CC=C2 (5'-methyl-[2,3'-bipyridine]-2'-yl)((1S,4R,6R)-6-((5-(trifluoromethyl)pyridin-2-yl)amino)-2-azabicyclo[2.2.2]oct-2-yl)methanone